BrCC1=CC2=C(OC(O2)(F)F)C=C1 5-(bromomethyl)-2,2-difluoro-1,3-benzodioxole